C(C1=CC=CC=C1)N1C[C@H]([C@]2(C=3C=CC(=NC3CN(C2)C[C@@H]2N(CCC2)C(=O)OC(C)(C)C)C=2C(=NC=CC2)OCC)CC1)CC |&1:9,10| tert-butyl (R)-2-(((3SR,4SR)-1-benzyl-2'-(2-ethoxypyridin-3-yl)-3-ethyl-6'H-spiro[piperidine-4,5'-[1,7]naphthyridin]-7'(8'H)-yl)methyl)pyrrolidine-1-carboxylate